ClC1=CC(=C(C=C1)N1CCN(CC1)C(=O)OC(C)(C)C)OC 1-Tert-butyl 4-(4-chloro-2-methoxyphenyl)piperazine-1-carboxylate